2-chloro-4,6-dicyano-1,3,5-triazine ClC1=NC(=NC(=N1)C#N)C#N